(S,Z)-3-((5-(bicyclo[1.1.1]pentan-1-yl)-3-(3,3-difluorocyclobutyl)-2-methyl-7-(methylthio)-1,1-dioxido-2,3,4,5-tetrahydrobenzo[f][1,2,5]thiadiazepin-8-yl)oxy)-2-fluoroacrylic acid C12(CC(C1)C2)N2C[C@@H](N(S(C1=C2C=C(C(=C1)O\C=C(\C(=O)O)/F)SC)(=O)=O)C)C1CC(C1)(F)F